3-keto-5β-cholanic acid O=C1C[C@H]2CC[C@H]3[C@@H]4CC[C@H]([C@@H](CCC(=O)O)C)[C@]4(CC[C@@H]3[C@]2(CC1)C)C